COC(CNC1=NS(C2=C(N1)C(=CC=C2)C2=C(C#N)C=CC=C2)(=O)=O)C 2-(3-((2-methoxypropyl)amino)-1,1-dioxo-4H-benzo[e][1,2,4]thiadiazin-5-yl)benzonitrile